3-chloro-1-(5-(3-fluoro-4-isopropoxyphenyl)-1,2,4-oxadiazol-3-yl)-1H-indole-5-carbaldehyde ClC1=CN(C2=CC=C(C=C12)C=O)C1=NOC(=N1)C1=CC(=C(C=C1)OC(C)C)F